C(C1=CC=CC=C1)NC1=C2N=CN(C2=NC(=N1)C=1C=NC=C(C1)Cl)[C@H]1[C@@H]([C@@H]([C@H](O1)C(=O)NC(C)C)O)O (2S,3S,4R,5R)-5-(6-(benzylamino)-2-(5-chloropyridin-3-yl)-9H-purin-9-yl)-3,4-dihydroxyl-N-isopropyltetrahydrofuran-2-formamide